BrC1=CC(=C(C(=O)O)C=C1)N1CCC2(CC2)CC1 4-bromo-2-(6-Azaspiro[2.5]octan-6-yl)benzoic acid